4-(3-(4-acryloylpiperazin-1-yl)azetidin-1-yl)-6-((1R,4S,5R)-5-(4-methylthiazol-5-yl)-2-azabicyclo[2.2.2]octan-2-yl)-2-(trifluoromethyl)nicotinonitrile C(C=C)(=O)N1CCN(CC1)C1CN(C1)C1=CC(=NC(=C1C#N)C(F)(F)F)N1[C@H]2C[C@H]([C@@H](C1)CC2)C2=C(N=CS2)C